3-oxo-1,2,3,6-tetrahydropyridine-4-carboxamide hydrochloride Cl.O=C1CNCC=C1C(=O)N